2-methylenebutanoate C=C(C(=O)[O-])CC